C1OCC2COCCC12 hexahydro-2,5-dioxaindene